N1-(2,2-difluoropropyl)cyclohexane-1,4-diamine HCl Cl.FC(CNC1CCC(CC1)N)(C)F